NC1=NC=CC=C1C1=NC=2C(=NC(=CC2)C2CCCCC2)N1C1=CC=C(CN2CCC(CC2)NC(OC(C)(C)C)=O)C=C1 tert-butyl (1-(4-(2-(2-aminopyridin-3-yl)-5-cyclohexyl-3H-imidazo[4,5-b]pyridin-3-yl)benzyl)piperidin-4-yl)carbamate